CS(=O)(=O)N1CC(C1)N1CCN(CC1)CCS(=O)(=O)N 2-(4-(1-(methylsulfonyl)azetidin-3-yl)piperazin-1-yl)ethane-1-sulfonamide